3-(5''-bromodispiro[cyclopropane-1,1'-cyclohexane-4',3''-indoline]-1''-carbonyl)-N-(1-cyanocyclopropyl)benzenesulfonamide BrC=1C=C2C3(CN(C2=CC1)C(=O)C=1C=C(C=CC1)S(=O)(=O)NC1(CC1)C#N)CCC1(CC3)CC1